C(CCCCCCCC)OC(CCCCC(=O)[O-])=O nonylhexanedioate